(E)-1,2-dihexyl-3-(2-methoxyvinyl)cyclopropane C(CCCCC)C1C(C1\C=C\OC)CCCCCC